C(CCCCCCCCC\C=C/CCCC)SCCNC(CCNC([C@@H](C(COP(OP(OC[C@@H]1[C@H]([C@H]([C@@H](O1)N1C=NC=2C(N)=NC=NC12)O)OP(=O)(O)O)(=O)O)(=O)O)(C)C)O)=O)=O (Z)-11-hexadecen-yl-CoA